1H-imidazol-5-yl-acrylic acid ethyl ester C(C)OC(C(=C)C1=CN=CN1)=O